7-(4-chloro-6-(1-(1-(4-fluorophenyl)ethyl)-1H-pyrazol-4-yl)pyridin-2-yl)-[1,2,4]triazolo[1,5-a]pyridin-2-amine ClC1=CC(=NC(=C1)C=1C=NN(C1)C(C)C1=CC=C(C=C1)F)C1=CC=2N(C=C1)N=C(N2)N